O.O.N1=NC(=CC=C1)C(=O)N pyridazine-3-carboxamide dihydrate